2-(2-(4,4-difluoropiperidin-1-yl)-6-methylpyridin-4-yl)-5-(4-iodo-2-(6-azaspiro[2.5]oct-6-yl)phenyl)-1,3,4-oxadiazole FC1(CCN(CC1)C1=NC(=CC(=C1)C=1OC(=NN1)C1=C(C=C(C=C1)I)N1CCC2(CC2)CC1)C)F